C1(=CC=CC=C1)S(=O)(=O)C1=CC=C(C=C1)CN1C=NC=2C=NC=CC21 N-{[4-(benzenesulfonyl)phenyl]methyl}-1H-imidazo[4,5-c]pyridine